CN1N=C(C=2C1=NN=C(C2)C=2C(NC(NC2)=O)=O)O[C@@H](C(F)F)C2=CC(=NC=C2)O[C@@H]2COC[C@H]2C 5-[1-methyl-3-[(1R)-2,2-difluoro-1-[2-[(trans)-4-methyltetrahydrofuran-3-yl]oxy-4-pyridyl]ethoxy]pyrazolo[3,4-c]pyridazin-5-yl]-1H-pyrimidine-2,4-dione